4,5-dimethyl-6-(3-(1-(2-morpholinoethyl)-1H-pyrazol-4-yl)-7,8-dihydro-1,6-naphthyridin-6(5H)-yl)pyridazine-3-carbonitrile CC1=C(N=NC(=C1C)N1CC=2C=C(C=NC2CC1)C=1C=NN(C1)CCN1CCOCC1)C#N